tert-Butyl 3-(4-chloroquinazolin-6-yl)pyrrolidine-1-carboxylate ClC1=NC=NC2=CC=C(C=C12)C1CN(CC1)C(=O)OC(C)(C)C